7-(6-fluoropyridin-3-yl)quinoxalin-2-amine FC1=CC=C(C=N1)C1=CC=C2N=CC(=NC2=C1)N